3-methyl-1-(2-naphthyl)imidazolium chloride [Cl-].C[N+]1=CN(C=C1)C1=CC2=CC=CC=C2C=C1